[N+](=O)([O-])C1=C(OCCOCCN)C=CC=C1 2-(2-(2-nitrophenoxy)ethoxy)ethan-1-amine